2-[4-[[3-(2,6-dioxo-3-piperidyl)-1-methyl-indazol-6-yl]amino]-1-piperidyl]-4-[[3-(3-hydroxy-3-methyl-butyl)-1-methyl-2-oxo-benzimidazol-5-yl]amino]pyrimidine-5-carbonitrile O=C1NC(CCC1C1=NN(C2=CC(=CC=C12)NC1CCN(CC1)C1=NC=C(C(=N1)NC1=CC2=C(N(C(N2CCC(C)(C)O)=O)C)C=C1)C#N)C)=O